COC(C)(C)C1C(CC1)OC=1C=CC2=C(N=C(O2)C2=C3C=C(N=CC3=C(N=C2)NC)C2(CC2)C(=O)N)C1 (5-(5-(2-(2-methoxypropan-2-yl)cyclobutoxy)benzo[d]oxazol-2-yl)-8-(methylamino)-2,7-naphthyridin-3-yl)cyclopropanecarboxamide